N-(3-methoxypropylamino)-6-((3-(5-methoxymethylisoxazol-3-yl)-[1,2,4]triazolo[3,4-a]phthalazin-6-oxy)methylene)nicotinamide COCCCNNC(C1=CNC(C=C1)=COC1=NN2C(C3=CC=CC=C13)=NN=C2C2=NOC(=C2)COC)=O